C(C)OC(=O)C=1N=COC1C1=CC(=CC=C1)SC 5-(3-(methylthio)phenyl)Oxazole-4-carboxylic acid ethyl ester